4-{7-[3-amino-2-(4-acetamidophenyl)propanamido]-1H-indol-3-yl}pyrazole-1-carboxylic acid tert-butyl ester C(C)(C)(C)OC(=O)N1N=CC(=C1)C1=CNC2=C(C=CC=C12)NC(C(CN)C1=CC=C(C=C1)NC(C)=O)=O